thiopropane CSC